4-methoxy-phenylbutanone COC1=CC=C(C=C1)CC(CC)=O